ClC1=C(C=CC=C1)S(=O)(=O)NC1=CC(=C(C=C1)O)F 4-(2-Chlorophenylsulfonamido)-2-fluorophenol